C(O)C(N)(CO)CO trimethylol-methane-amine